CN1N=C2N=CC=C(C2=C1)C=1C=C(C=NC1)C1=CC=C(C=C1)N1C(CCC1)=O 1-(4-(5-(2-methyl-2H-pyrazolo[3,4-b]pyridin-4-yl)pyridin-3-yl)phenyl)pyrrolidin-2-one